N1=C(N=CC=C1)N1CC2(C1)CN(CC2C(=O)OCC)C(=O)C2=CN=CS2 Ethyl 2-(pyrimidin-2-yl)-6-(thiazole-5-carbonyl)-2,6-diazaspiro[3.4]octane-8-carboxylate